(2-(4-(methoxycarbonyl)bicyclo[2.2.2]oct-1-yl)ethyl)-4-(trifluoromethyl)quinoline-2-carboxylic acid ethyl ester C(C)OC(=O)C1=NC2=CC=CC=C2C(=C1CCC12CCC(CC1)(CC2)C(=O)OC)C(F)(F)F